2-(6-azaspiro[2.5]octan-6-yl)nicotinamide C1CC12CCN(CC2)C2=C(C(=O)N)C=CC=N2